butyl (2R)-2-[[4-[[6-(1-ethoxyvinyl)-3-isopropenyl-imidazo[1,2-a]pyridin-8-yl]amino]-1-piperidyl]methyl]morpholine-4-carboxylate C(C)OC(=C)C=1C=C(C=2N(C1)C(=CN2)C(=C)C)NC2CCN(CC2)C[C@@H]2CN(CCO2)C(=O)OCCCC